BrC1=CC(=CC(=C1)C(C)(C)C)C(C)(C)C 1-bromo-3,5-di(t-butyl)benzene